C(C1=CC=CC=C1)OCC1(CC(CC(C1)(C(NCCCCCCN(CCCCCC(OC(C)CCCCCC)=O)CCCCCC(OC(C)CCCCCC)=O)=O)COCC1=CC=CC=C1)(C(NCCCCCCN(CCCCCC(OC(C)CCCCCC)=O)CCCCCC(=O)OC(C)CCCCCC)=O)COCC1=CC=CC=C1)C(=O)O cis,cis-1,3,5-Tris((benzyloxy)methyl)-3,5-bis((6-(bis(6-(octan-2-yloxy)-6-oxohexyl)amino)hexyl)carbamoyl)cyclohexane-1-carboxylic acid